2-[4-[2-(dimethylamino)ethoxy]anilino]-6-(5-methyl-3,4-dihydro-2H-quinoxalin-1-yl)-8-(oxetan-3-yl)pyrido[2,3-d]pyrimidin-7-one CN(CCOC1=CC=C(NC=2N=CC3=C(N2)N(C(C(=C3)N3CCNC2=C(C=CC=C32)C)=O)C3COC3)C=C1)C